C(C)N(C(C1=C(C=CC(=C1)F)OC=1C(=NC=NC1)N1CC(CC1)CN1CC2(C1)CCC(CC2)NS(=O)(=O)CC)=O)C(C)C N-ethyl-2-((4-(3-((7-(ethanesulfonamido)-2-azaspiro[3.5]nonan-2-yl)methyl)pyrrolidine-1-yl)pyrimidin-5-yl)oxy)-5-fluoro-N-isopropylbenzamide